CN1CCC2(N=C(C=N2)C2=CC=C(C=C2)C)CC1 8-methyl-3-(p-tolyl)-1,4,8-triazaspiro[4.5]decane-1,3-dien